methyl-(2-(benzyloxy)-4,6-dihydroxyphenyl)Ketone CC(=O)C1=C(C=C(C=C1O)O)OCC1=CC=CC=C1